C1(CCCCC1)C=1NC(=C(N1)C1=CC=CC=C1)C1=CC=CC=C1 2-cyclohexyl-4,5-diphenyl-1H-imidazole